2-amino-2-(1-methylethyl)-1-pentanol NC(CO)(CCC)C(C)C